tert-butyl (S)-4-(6-aminopyridin-3-yl)-3-methylpiperazine-1-carboxylate NC1=CC=C(C=N1)N1[C@H](CN(CC1)C(=O)OC(C)(C)C)C